2-Methylpropionic acid CC(C(=O)O)C